5,9,17-hexacosatrienoic acid C(CCCC=CCCC=CCCCCCCC=CCCCCCCCC)(=O)O